NC(C(=O)NC1=CC(=C(C=C1)C1=C2C(=NC=C1)NC=C2)C)CC2=CC=CC=C2 2-Amino-N-[3-methyl-4-(1H-pyrrolo[2,3-b]pyridin-4-yl)phenyl]-3-phenyl-propanamide